methyl 6-oxo-5-azaspiro[2.4]heptane-4-carboxylate O=C1NC(C2(CC2)C1)C(=O)OC